1-(((5-methyl-1,3,4-thiadiazol-2-yl)amino)(4-methylphenyl)methyl)naphthalen-2-ol CC1=NN=C(S1)NC(C1=C(C=CC2=CC=CC=C12)O)C1=CC=C(C=C1)C